(6R)-6-[(tert-butyldiphenylsilyl)oxy]-4-(4,6-dichloro-1,3,5-triazin-2-yl)-6-methyl-1,4-oxazepane [Si](C1=CC=CC=C1)(C1=CC=CC=C1)(C(C)(C)C)O[C@@]1(CN(CCOC1)C1=NC(=NC(=N1)Cl)Cl)C